N2-[2-(5-methoxy-1H-indol-3-yl)ethyl]-6-methyl-N4-(2-methyl-1H-benzo[d]imidazol-5-yl)pyrimidine-2,4-diamine COC=1C=C2C(=CNC2=CC1)CCNC1=NC(=CC(=N1)NC1=CC2=C(NC(=N2)C)C=C1)C